C1(CC1)N1[C@H](CCC1=O)C(=O)NC1=C(C=CC(=C1)OC1=NC=C(C=C1)C(F)(F)F)OC (R)-1-Cyclopropyl-N-(2-methoxy-5-((5-(trifluoromethyl)pyridin-2-yl)oxy)-phenyl)-5-oxopyrrolidine-2-carboxamide